C(C)C=C(C)CC 1,2-diethylpropylene